1-(4,6-diamino-s-triazin-2-yl)pentyl-2-heptadecylimidazole NC1=NC(=NC(=N1)N)C(CCCC)C=1N=C(NC1)CCCCCCCCCCCCCCCCC